diisopropyl ether diphenyl-diphosphite C1(=CC=CC=C1)OP(OC1=CC=CC=C1)OP(O)O.C(C)(C)OC(C)C